tert-butyl (5-(1-(4-ethylphenyl)-1H-pyrazol-4-yl)-1H-indol-3-yl)carbamate tert-Butyl-N-(5-bromo-1H-indol-3-yl)carbamate C(C)(C)(C)OC(NC1=CNC2=CC=C(C=C12)Br)=O.C(C)C1=CC=C(C=C1)N1N=CC(=C1)C=1C=C2C(=CNC2=CC1)NC(OC(C)(C)C)=O